OC1CC(C1)CC[C@@H](C)C1CCC2(C1(CCC=1C3(CCCC(C3CCC21)(C)C)C)C)C 1-[(2R)-4-(3-hydroxycyclobutyl)butan-2-yl]-3a,6,6,9a,11a-Pentamethyl-2,3,3a,4,5,5a,6,7,8,9,9a,10,11,11a-tetradecahydro-1H-cyclopenta[1,2-a]phenanthrene